4-(4-(3-(4-chloro-3-(trifluoromethyl)phenyl)ureido)-phenoxy)-N-methylpyridinecarboxamide ClC1=C(C=C(C=C1)NC(NC1=CC=C(OC2=CC(=NC=C2)C(=O)NC)C=C1)=O)C(F)(F)F